2-(6-{5-chloro-2-[(oxan-4-yl)amino]pyrimidin-4-yl}-1-oxo-2,3-dihydro-1H-isoindol-2-yl)-N-[1-(2,5-dimethyl-1,3-thiazol-4-yl)ethyl]acetamide ClC=1C(=NC(=NC1)NC1CCOCC1)C1=CC=C2CN(C(C2=C1)=O)CC(=O)NC(C)C=1N=C(SC1C)C